(S)-7-(2-chloro-6-fluorobenzyl)-2-((1-methylpyrrolidin-2-yl)methoxy)imidazo[2,1-f][1,2,4]triazin-4-ol ClC1=C(CC2=CN=C3C(=NC(=NN32)OC[C@H]3N(CCC3)C)O)C(=CC=C1)F